N1=C2C(CC(=C1)C(=O)O)=CC=C2.ClC2=C(C=CC(=C2)F)CC(=O)NC2=CC(=C(C=C2)COC2=CC=C(C=C2)F)S(N)(=O)=O 2-(2-chloro-4-fluorophenyl)-N-(4-((4-fluorophenoxy)methyl)-3-sulfamoylphenyl)acetamide cyclopenta[b]pyridine-3-carboxylate